OC1(CN(CCC1)C(=O)C1(CCCC1)CNC(=O)C1=CC2=C(S1)CCCCCC2)C N-{[1-(3-hydroxy-3-methylpiperidine-1-carbonyl)cyclopentyl]methyl}-4H,5H,6H,7H,8H,9H-cycloocta[b]thiophene-2-carboxamide